BrCC(C(CCCCS(=O)(=O)N)C1=CC=CC=C1)=O 7-Bromo-6-oxo-5-phenylheptane-1-sulfonamide